1,2-Di(pyridin-3-yl)ethanone N1=CC(=CC=C1)C(CC=1C=NC=CC1)=O